ClC=1C=C(C(=O)N2CC=3C(=NN4C3C(N(C[C@H]4C)[C@H](C)C4=NC=C(N=C4)C(F)(F)F)=O)C[C@H]2C)C=CC1Cl |o1:18| (3R,7R)-2-(3,4-dichlorobenzoyl)-3,7-dimethyl-9-((R*)-1-(5-(trifluoromethyl)pyrazin-2-yl)ethyl)-1,2,3,4,8,9-hexahydropyrido[4',3':3,4]pyrazolo[1,5-a]pyrazin-10(7H)-one